5-((1R)-((2,6-dimethylphenoxy)(((S)-1-oxo-1-propoxypropan-2-yl)amino)phosphoryl)fluoromethyl)benzo[b]thiophene-2-carboxylic acid CC1=C(OP(=O)(N[C@H](C(OCCC)=O)C)[C@H](C2=CC3=C(SC(=C3)C(=O)O)C=C2)F)C(=CC=C1)C